ClC=1C(=NC(=NC1)NC1=C(C=C(C(=C1)CC)N1CCC(CC1)NCC)OC)NC=1C(=C2N=CC=NC2=CC1)NS(=O)(=O)C N-[6-[[5-chloro-2-[5-ethyl-4-[4-(ethylamino)-1-piperidyl]-2-methoxy-anilino]pyrimidine-4-yl]amino]quinoxalin-5-yl]methanesulfonamide